methyl 2-acetamido-5-(3,5-difluorobenzyloxy)benzoate C(C)(=O)NC1=C(C(=O)OC)C=C(C=C1)OCC1=CC(=CC(=C1)F)F